(R)-1-(5-(8-chloroimidazo[1,2-a]pyrazin-6-yl)-6-methoxypyridin-3-yl)-N-ethylethan-1-amine ClC=1C=2N(C=C(N1)C=1C=C(C=NC1OC)[C@@H](C)NCC)C=CN2